ClC1=CC=C2CN3C(=NC2=C1)SC=C3CSC=3NC1=CC=CC=C1CN3 8-chloro-3-(((1,4-dihydroquinazolin-2-yl)thio)methyl)-5H-thiazolo[2,3-b]quinazoline